N-[(3-cyanooxetan-3-yl)methyl]-N'-{4-[(3-{3-cyano-4-[(propan-2-yl)oxy]phenyl}-1-{[2-(trimethylsilyl)ethoxy]methyl}-1H-pyrrolo[2,3-b]pyridin-4-yl)oxy]-3-(trifluoromethyl)phenyl}urea C(#N)C1(COC1)CNC(=O)NC1=CC(=C(C=C1)OC1=C2C(=NC=C1)N(C=C2C2=CC(=C(C=C2)OC(C)C)C#N)COCC[Si](C)(C)C)C(F)(F)F